[K].C(C)(C)N1N=C(C=C1)S(=O)(=O)NC(NC1=C2C(CCC2=CC=2CCCC12)=O)=O 1-Isopropyl-N-((3-oxo-1,2,3,5,6,7-hexahydro-s-indacen-4-yl)carbamoyl)-1H-pyrazole-3-sulfonamide, potassium salt